N-phenyl-4-(3-phenylnaphthalen-2-yl)aniline C1(=CC=CC=C1)NC1=CC=C(C=C1)C1=CC2=CC=CC=C2C=C1C1=CC=CC=C1